C(C)(C)N1N=C2C3=C(C(C(C2=C1OC)=O)=O)C=CC=C3 2-Isopropyl-3-methoxy-2H-benzo[g]indazol-4,5-dion